C1(=CC=CC=C1)C1=NC(=NC(=N1)C1=CC=CC=C1)C1=CC=C(C=C1)C1=C2C(=CC=C1)N(C=1C2=C2NC3=CC=CC=C3C2=CC1)C1=CC=CC=C1 4-(4,6-diphenyl-1,3,5-triazin-2-yl)phenyl-5-phenyl-5,12-dihydroindolo[3,2-a]carbazole